Ethyl 3-{4-[(tert-Butoxycarbonyl) amino] bicyclo[2.2.2]oct-1-yl}-2-butenoate C(C)(C)(C)OC(=O)NC12CCC(CC1)(CC2)C(=CC(=O)OCC)C